C=C1C(C(CCC1)(C)C)C=C 3-methylene-1,1-dimethyl-2-vinylcyclohexane